N6-azidoadenine N(=[N+]=[N-])NC1=C2NC=NC2=NC=N1